ClC=1N=C(C2=C(N1)C=C(C=N2)OCC)C=2C(=NN(C2)C)C2=CC=CC=C2 chloro-7-ethoxy-4-(1-methyl-3-phenyl-1H-pyrazol-4-yl)pyrido[3,2-d]pyrimidine